(S)-2-isopropylpiperazine C(C)(C)[C@@H]1NCCNC1